C(C)OC1=C(C=CC(=N1)[C@@H](CS(=O)(=O)C)N1C(C=2C(C1=O)=CSC2NC(=O)C2CC2)=O)OC (S)-N-(5-(1-(6-ethoxy-5-methoxypyridin-2-yl)-2-(methylsulfonyl)ethyl)-4,6-dioxo-5,6-dihydro-4H-thieno[3,4-c]pyrrol-1-yl)cyclopropanecarboxamide